CC=1C=C2CCC(C2=CC1C)=O 5,6-dimethyl-2,3-dihydro-1H-inden-1-one